COC=1C=C(C=CC1OC)CNS(=O)(=O)C1=CC=C(C=C1)OC(F)(F)F N-[(3,4-dimethoxyphenyl)methyl]-4-(trifluoromethoxy)benzenesulfonamide